[NH4+].P phosphine, ammonium salt